N1(CCC1)CCN1N=CC(=C1)C=1C=NC2=CC=C(C(=C2N1)Cl)OC=1C=CC2=C(N(C(=N2)C)COCC[Si](C)(C)C)C1 2-[[6-[3-[1-[2-(azetidin-1-yl)ethyl]pyrazol-4-yl]-5-chloro-quinoxalin-6-yl]oxy-2-methyl-benzimidazol-1-yl]methoxy]ethyl-trimethyl-silane